ClC=1C=C(OC2C(C(C2(C)C)NC(=O)C=2N=NC(=CC2)N2CCN(CC2)CC2=C(C=C(C=C2)N2C(NC(CC2)=O)=O)F)(C)C)C=CC1C#N N-((1r,3r)-3-(3-chloro-4-cyanophenoxy)-2,2,4,4-tetramethylcyclobutyl)-6-(4-(4-(2,4-dioxotetrahydropyrimidin-1(2H)-yl)-2-fluorobenzyl)piperazin-1-yl)pyridazine-3-carboxamide